S1C=NC2=C1C=C(N2)C(=O)OCC ethyl 4H-pyrrolo[2,3-d]thiazole-5-carboxylate